NC=1C2=C(N=C(N1)C=1N=C(C=3N(C1)N=CN3)CC3CCCCC3)NC(C2(C)C2=CC(=C(C#N)C(=C2)O)Cl)=O 4-(4-amino-2-{8-(cyclohexylmethyl)-[1,2,4]triazolo[1,5-a]pyrazin-6-yl}-5-methyl-6-oxo-6,7-dihydro-5H-pyrrolo[2,3-d]pyrimidin-5-yl)-2-chloro-6-hydroxybenzonitrile